1-(4-chlorophenyl)-3-[(1S)-1-(2-pyrimidin-2-yl-1,2,4-triazol-3-yl)ethyl]urea ClC1=CC=C(C=C1)NC(=O)N[C@@H](C)C=1N(N=CN1)C1=NC=CC=N1